C(C)(C)(C)OC(=O)N1CCC2(C(N(C(N2)=O)CC2=NC(=NO2)C2=CC(=C(C=C2)OC2=C(C=CC=C2)C(C)(C)C)C(F)(F)F)=O)CC1 3-((3-(4-(2-(tert-butyl)phenoxy)-3-(trifluoromethyl)phenyl)-1,2,4-oxadiazol-5-yl)methyl)-2,4-dioxo-1,3,8-triazaspiro[4.5]decane-8-carboxylic acid tert-butyl ester